methyl (S)-3-(3-(3,5-dimethyl-1H-pyrazol-1-yl)phenyl)-4-(6-(2-(5,6,7,8-tetrahydro-1,8-naphthyridin-2-yl)ethyl)-2,6-diazaspiro[3.4]octan-2-yl)butanoate CC1=NN(C(=C1)C)C=1C=C(C=CC1)[C@H](CC(=O)OC)CN1CC2(C1)CN(CC2)CCC2=NC=1NCCCC1C=C2